N[C@@]1(CN(CC1)C1=C(C(=O)NC(C2CC2)C2CC2)C=CN=C1C1=CC(=CC(=C1)F)F)C (S)-3-(3-amino-3-methylpyrrolidin-1-yl)-N-(dicyclopropylmethyl)-2-(3,5-difluorophenyl)isonicotinamide